ClC=1SC(=CN1)CN1C=CC=C2C1=NC(N(C2=O)C(COC)C)=O 8-((2-chlorothiazol-5-yl)methyl)-3-(1-methoxypropan-2-yl)pyrido[2,3-d]pyrimidine-2,4(3H,8H)-dione